C(C1=CC=CC=C1)N(CCCS(=O)(=O)O)CC 3-(benzyl-(ethyl)amino)propane-1-sulfonic acid